C(C=C)(=O)N1C[C@@H](CCC1)N1N=C(C=2C1=NC=NC2N)C(=O)NC2=C(C(=C(C=C2)CC(=O)N(C)C)C)C (R)-1-(1-acryloylpiperidine-3-yl)-4-amino-N-(4-(2-(dimethylamino)-2-oxoethyl)-2,3-dimethylphenyl)-1H-pyrazolo[3,4-d]pyrimidine-3-carboxamide